6-Bromo-3-iodo-1-methyl-indazole BrC1=CC=C2C(=NN(C2=C1)C)I